(+)-N-(3-cyclopropyl-1-(pyridin-2-yl)propylidene)-2-methylpropane-2-sulfinamide C1(CC1)CCC(C1=NC=CC=C1)=NS(=O)C(C)(C)C